CN1CC(C1)C1=NC(=NO1)C1=CC(=C(C(=C1)F)C)N methyl-3-(3-(3-amino-5-fluoro-4-methylphenyl)-1,2,4-oxadiazol-5-yl)azetidine